(R)-6-(3-(5-(3-hydroxy-1-methyl-2-oxopyrrolidin-3-yl)isoxazol-3-yl)phenyl)-4-(trifluoromethyl)pyridineamide O[C@@]1(C(N(CC1)C)=O)C1=CC(=NO1)C=1C=C(C=CC1)C1=CC(=CC(=N1)C(=O)N)C(F)(F)F